FC(C1OCCC(C1)N)(F)F 2-(trifluoromethyl)oxan-4-amine